3-(6-methoxypyridin-3-yl)-5-(1-(oxetan-3-yl)-1H-pyrazol-4-yl)-1-tosyl-1H-pyrrolo[2,3-b]pyridine COC1=CC=C(C=N1)C1=CN(C2=NC=C(C=C21)C=2C=NN(C2)C2COC2)S(=O)(=O)C2=CC=C(C)C=C2